racemic-7-(hydroxymethyl)-5-methyl-6,6a,7,8,9,10,12,13-octahydro-5H-6,9-methanopyrido[1',2':1,2]azepino[4,5-b]indol-2-ol formate C(=O)OC=1C=C2C3=C(N(C2=CC1)C)C1C2N(CC3)CC(CC2CO)C1